tert-butyl (S)-3-((6-chloro-4-(1-ethoxyvinyl)-2,7-naphthyridin-1-yl)oxy)pyrrolidine-1-carboxylate ClC=1C=C2C(=CN=C(C2=CN1)O[C@@H]1CN(CC1)C(=O)OC(C)(C)C)C(=C)OCC